[[6,7-dichloro-3-(1H-pyrazol-4-yl)-1H-indol-4-yl]oxy]cyclobutanol ClC1=CC(=C2C(=CNC2=C1Cl)C=1C=NNC1)OC1(CCC1)O